3-isopropyl-phenyl-tris(2-phenyl-butyl)aluminum C(C)(C)C=1C=C(C=CC1)CCC(C[Al](CC(CC)C1=CC=CC=C1)CC(CC)C1=CC=CC=C1)C1=CC=CC=C1